N-(2-((2-Methoxyethyl)carbamoyl)-5-methylphenyl)-2,4,6-trimethylbenzamide COCCNC(=O)C1=C(C=C(C=C1)C)NC(C1=C(C=C(C=C1C)C)C)=O